COC1=NC=CC(=C1)C1CN(C1)[C@H]1[C@@H](CCCC1)OC=1C=C2CN(C(C2=CC1)=O)C1C(NC(CC1)=O)=O 3-(5-(((1R,2R)-2-(3-(2-meth-oxypyridin-4-yl)azetidin-1-yl)cyclohexyl)oxy)-1-oxoisoindolin-2-yl)piperidine-2,6-dione